FC[C@H](N1C(=NC=C1)C)C1=CC=C(C=C1)NC(=O)NCC1=NC=C(C=C1)F |o1:2| rel-(R)-1-(4-(2-fluoro-1-(2-methyl-1H-imidazol-1-yl)ethyl)phenyl)-3-((5-fluoropyridin-2-yl)methyl)urea